FC1=CC=C(C=C1)C1=C(C=CC(N1OC)=O)N1N=CC(=C1)C 6-(4-fluorophenyl)-1-methoxy-5-(4-methyl-1H-pyrazol-1-yl)pyridin-2(1H)-one